1-(sec-butyl)-1H-inden C(C)(CC)C1C=CC2=CC=CC=C12